5-ethyl-N-(4-fluorophenyl)picolinamide C(C)C=1C=CC(=NC1)C(=O)NC1=CC=C(C=C1)F